CN1CC(CCC1)C=1N=NC2=C(C1)N(CC=C2)N (1-methylpiperidin-3-yl)pyrido[2,3]pyridazin-5-amine